(4-(6-amino-3,5-dioxo-4,5-dihydro-1,2,4-triazin-2(3H)-yl)-2,6-dichlorophenoxy)-N-methyl-2-oxo-1,2-dihydropyridine-3-carboxamide NC=1C(NC(N(N1)C1=CC(=C(ON2C(C(=CC=C2)C(=O)NC)=O)C(=C1)Cl)Cl)=O)=O